FC=1C=CC=C2C(=NNC12)C=O 7-FLUORO-1H-INDAZOLE-3-CARBOXALDEHYDE